2-(4-isopropylthiophenyl)benzoic acid C(C)(C)SC1=CC=C(C=C1)C1=C(C(=O)O)C=CC=C1